N-[(1s,4s)-4-{[4-cyano-3-(trifluoromethyl)phenyl]amino}cyclohexyl]-1,3-benzothiazole-7-carboxamide C(#N)C1=C(C=C(C=C1)NC1CCC(CC1)NC(=O)C1=CC=CC=2N=CSC21)C(F)(F)F